[C@@H]12COCC[C@]2(C1)C1=NC(=CC(=C1)C=1C=C(C=CC1C)NC(=O)N1C[C@@H](CC1)CC(F)(F)F)N[C@@H](CO)C (S)-N-(3-(2-((1R,6S)-3-oxabicyclo[4.1.0]heptan-6-yl)-6-(((R)-1-hydroxypropan-2-yl)amino)pyridin-4-yl)-4-methylphenyl)-3-(2,2,2-trifluoroethyl)pyrrolidine-1-carboxamide